(R)-2-(1-(6-(2-(5-fluoro-2-methoxyphenyl)pyrrolidin-1-yl)imidazo[1,2-b]pyridazine-3-yl)-1H-1,2,3-triazol-4-yl)ethane-1-ol FC=1C=CC(=C(C1)[C@@H]1N(CCC1)C=1C=CC=2N(N1)C(=CN2)N2N=NC(=C2)CCO)OC